5-phospho-Xylulose phosphate P(=O)(O)(O)O.P(=O)(O)(O)OC[C@H]([C@@H](C(CO)=O)O)O